CC1=NC=C(C2=C1CC(C2)CNCCC2CN(C(O2)=O)C2=NC1=C(OCC(N1)=O)N=C2)C#N 1-methyl-6-[[2-[2-oxo-3-(3-oxo-4H-pyrazino[2,3-b][1,4]oxazin-6-yl)-1,3-oxazolidin-5-yl]ethylamino]methyl]-6,7-dihydro-5H-cyclopenta[c]pyridine-4-carbonitrile